ethyl hexacosanate C(CCCCCCCCCCCCCCCCCCCCCCCCC)(=O)OCC